COCCCC1=C(C=C(C=C1)C1=NNC(OC1)=O)C(F)(F)F 5-[4-(3-methoxypropyl)-3-(trifluoromethyl)phenyl]-3,6-dihydro-2H-1,3,4-oxadiazin-2-one